C(=O)(O)[C@H](CC(=O)N1CC2=CC(=C(C(=C2C1)Cl)OCCCOC1=C(C(=C2CN(CC2=C1)C(C[C@@H](C(=O)O)C)=O)F)OC)OC)C (S)-4-(6-(3-((2-((S)-3-carboxybutanoyl)-4-chloro-6-methoxyisoindolin-5-yl)oxy)propoxy)-4-fluoro-5-methoxyisoindolin-2-yl)-2-methyl-4-oxobutanoic acid